N=1N=CN2C1CN(CC2)C2=NC=C(C=N2)C2=CC1=C(N=C3COC[C@@H](N31)C3=CC=CC=C3)C=C2 (S)-7-(2-(5,6-dihydro-[1,2,4]triazolo[4,3-a]pyrazin-7(8H)-yl)pyrimidin-5-yl)-4-phenyl-3,4-dihydro-1H-benzo[4,5]imidazo[2,1-c][1,4]oxazine